FC(C1=CC=C(OC=2C(=NC3=CC=CC=C3C2)C#N)C=C1)(F)F (4-(trifluoromethyl)phenoxy)quinoline-2-carbonitrile